[Ni].P(=O)(O)OP(=O)O diphosphonic acid nickel